CP(=O)(C)CCC1=C2C=CNC2=CC(=C1OC=1C=CC(=C(C(N)=N)C1)F)F 5-((4-(2-(dimethylphosphoryl)ethyl)-6-fluoro-1H-indol-5-yl)oxy)-2-fluorobenzimidamide